C1(=CC=CC=C1)S(=O)(=O)NC(=O)C=1C=C2C3(C(NC2=CC1)=O)CCC(CC3)OC3=NC=C(C=C3Cl)Cl N-(benzenesulfonyl)-cis-4-[(3,5-dichloro-2-pyridyl)oxy]-2'-oxo-spiro[cyclohexane-1,3'-indoline]-5'-carboxamide